7-(2-C-methyl-3-O-octanoyl-beta-D-ribofuranosyl)-7H-pyrrolo[2,3-D]pyrimidin-4-amine C[C@@]1([C@@H](O[C@@H]([C@H]1OC(CCCCCCC)=O)CO)N1C=CC2=C1N=CN=C2N)O